2-isopropyl-4-methoxypyridin-3-amine C(C)(C)C1=NC=CC(=C1N)OC